N-((5-chlorobenzo[d]isothiazol-3-yl)methyl)-1-((6-cyclopropylimidazo[1,2-a]pyridin-2-yl)methyl)-1H-pyrazole-4-carboxamide ClC=1C=CC2=C(C(=NS2)CNC(=O)C=2C=NN(C2)CC=2N=C3N(C=C(C=C3)C3CC3)C2)C1